3-bromo-4-fluoro-N-[(4-methoxyphenyl)methyl]N-(Trideuteromethyl)benzenesulfonamide BrC=1C=C(C=CC1F)S(=O)(=O)N(C([2H])([2H])[2H])CC1=CC=C(C=C1)OC